O1COC2=C1C=CC(=C2)OC2=CC=C1C(=C(N=CC1=C2)C(=O)NCC(=O)O)O {[7-(Benzo[1,3]dioxol-5-yloxy)-4-hydroxy-isoquinoline-3-carbonyl]-amino}-acetic acid